ClC1=C(OC2=CC=NC3=CC(=C(C=C23)OC)OCCCCCCC(=O)[O-])C=CC=C1NC(=O)C1(CC1)C(NC1=CC=C(C=C1)F)=O.[Na+] Natrium 7-[[4-[2-chloro-[[1-[(4-fluorophenyl)carbamoyl]cyclopropanecarbonyl] amino] phenoxy]-6-methoxy-7-quinolyl]oxy]heptanoat